(Z)-2-(4-Bromo-1-(4-(4-fluorophenoxy)benzylidene)-2-methyl-1H-inden-3-yl)acetic acid BrC1=C2C(=C(/C(/C2=CC=C1)=C/C1=CC=C(C=C1)OC1=CC=C(C=C1)F)C)CC(=O)O